N-{4-cyclobutoxy-[1,3]thiazolo[5,4-c]pyridin-2-yl}-3-{[7-(5-methyl-1,2,4-oxadiazol-3-yl)isoquinolin-1-yl]amino}propanamide C1(CCC1)OC1=NC=CC2=C1SC(=N2)NC(CCNC2=NC=CC1=CC=C(C=C21)C2=NOC(=N2)C)=O